5-((2-(2-Aminoethoxy)ethyl)amino)-2-(2,6-dioxopiperidin-3-yl)isoindoline-1,3-dione NCCOCCNC=1C=C2C(N(C(C2=CC1)=O)C1C(NC(CC1)=O)=O)=O